1-((5aS,6R,11bR)-14-(cyclopropylmethyl)-5a,10-dihydroxy-9-methyl-1,2,5,5a,6,7-hexahydro-6,11b-(epiminoethano)naphtho[1,2-d]azepin-3(4H)-yl)-2-(3-fluoropyridin-2-yl)ethan-1-one C1(CC1)CN1CC[C@]23CCN(CC[C@]2([C@H]1CC1=CC(=C(C=C13)O)C)O)C(CC1=NC=CC=C1F)=O